4-(thiophen-2-yl)piperidine-4-carbonitrile S1C(=CC=C1)C1(CCNCC1)C#N